N-(2-aminoethyl)-4-[[3-(4-chloro-2,3-difluorophenyl)imidazo[1,2-a]pyrazin-8-yl]amino]-2-methylbenzamide NCCNC(C1=C(C=C(C=C1)NC=1C=2N(C=CN1)C(=CN2)C2=C(C(=C(C=C2)Cl)F)F)C)=O